COC(=O)C=1C(N(C2=NC(=CC=C2C1N)Br)C1=C2C=CN=C(C2=CC=C1)Cl)=O 4-Amino-1-(1-chloroisoquinolin-5-yl)-7-bromo-2-oxo-1,2-dihydro-1,8-naphthyridine-3-carboxylic acid methyl ester